C1(CC1)C=1C(=NN2C1C(NC=C2)=O)C(=O)[O-] 3-cyclopropyl-4-oxo-4,5-dihydropyrazolo[1,5-a]-pyrazine-2-carboxylate